N-(4-((3-fluorobenzyl)oxy)phenyl)piperidine-1-sulfonamide FC=1C=C(COC2=CC=C(C=C2)NS(=O)(=O)N2CCCCC2)C=CC1